C1NCC12CNC(C2)=O 2,6-Diazaspiro[3.4]octan-7-one